pseudouridine-mono-phosphate P(=O)(O)(O)OC[C@@H]1[C@H]([C@H]([C@@H](O1)C1=CNC(=O)NC1=O)O)O